(S)-N-(2-(3,4-dimethylpiperazin-1-yl)-5-((4-fluorophenyl)ethynyl)phenyl)-4-fluorobenzamide C[C@H]1CN(CCN1C)C1=C(C=C(C=C1)C#CC1=CC=C(C=C1)F)NC(C1=CC=C(C=C1)F)=O